ClC1=C(C=C2C=C(C(NC2=C1)=O)C=1C=C(C=C(C1)C)CC(=O)O)C1=CC=C(C=C1)C1=C(C=CC=C1)O 2-(3-(7-chloro-6-(2'-hydroxy-[1,1'-biphenyl]-4-yl)-2-oxo-1,2-dihydroquinolin-3-yl)-5-methylphenyl)acetic acid